O[C@]1(C[C@H](N(CC1)C(=O)N1CC2(CCCC2)[C@@H](CC1)CN1C(C=C(C=C1)C1=CC=CC=C1)=O)C1=CC=CC=C1)C 1-(((R)-7-((2S,4R)-4-Hydroxy-4-methyl-2-phenylpiperidine-1-carbonyl)-7-azaspiro[4.5]decan-10-yl)methyl)-4-phenylpyridin-2(1H)-one